(R)-N-(4-fluoro-3-methylphenyl)-5-(2-((4-hydroxybutan-2-yl)amino)-2-oxoacetyl)-1,2,4-trimethyl-1H-pyrrole-3-carboxamide FC1=C(C=C(C=C1)NC(=O)C1=C(N(C(=C1C)C(C(=O)N[C@H](C)CCO)=O)C)C)C